3-((2,3-difluorobenzyl)oxy)-7,8,8a,9-tetrahydropyrrolo[1',2':3,4]imidazo[1,2-c]pyrimidin-1(6H)-one FC1=C(COC=2C=C3N(C(N2)=O)CC2N3CCC2)C=CC=C1F